2-(3-(2,2-difluoro-3,3-dimethylbutoxy)phenyl)-4,4,5,5-tetramethyl-1,3,2-dioxaborolane FC(COC=1C=C(C=CC1)B1OC(C(O1)(C)C)(C)C)(C(C)(C)C)F